octacarbonyl-cobaltic chloride C(=O)=[Co+2](=C=O)(=C=O)(=C=O)(=C=O)(=C=O)(=C=O)(=C=O)Cl